(3-(4-fluorophenyl))thiophene FC1=CC=C(C=C1)C1=CSC=C1